Br[C@@]1(C[C@H](O)[C@@H](CO)O1)N1C=NC=2C(N)=NC=NC12 bromodeoxyadenosine